FC(CC=1C=CC(=NC1)C1=CC=C2C=NC(=NN21)SC)F 5-(2,2-difluoroethyl)-2-[2-(methylsulfanyl)pyrrolo[2,1-f][1,2,4]triazin-7-yl]pyridine